butanoic propanoic anhydride C(CC)(=O)OC(CCC)=O